3-(methoxy-methyl)1,2-oxazole COCC1=NOC=C1